[N+](=[N-])=CC([C@H](COCCOC1OCCCC1)NC(OCC1C2=CC=CC=C2C=2C=CC=CC12)=O)=O (9H-fluoren-9-yl)methyl ((2S)-4-diazo-3-oxo-1-(2-((tetrahydro-2H-pyran-2-yl)oxy)ethoxy)butan-2-yl)carbamate